C(CCC)OCCOP(=O)(OCCOCCCC)OCCOCCCC tri(butoxyethyl)phosphate